2-(2-(chloro(phenyl)methoxy)-2-oxoethyl)phenyl cyclohexanecarboxylate C1(CCCCC1)C(=O)OC1=C(C=CC=C1)CC(=O)OC(C1=CC=CC=C1)Cl